ClC=1C=C(C=C(C1)NCCO)NC(=O)NC1=C(C(=CC=C1)Cl)CO 1-[3-chloro-5-(2-hydroxyethylamino)phenyl]-3-(3-chloro-2-hydroxymethylphenyl)urea